1-Methyl-1,2,3,4-tetrahydroisoquinoline CC1NCCC2=CC=CC=C12